N1C(=NC2=C1C=CC=C2)C2=CC1=C(N=C(N=C1)NC=1C=NC(=CC1)OC1=NN(C=C1)CC)N(C2=O)C 6-(1H-benzo[d]imidazol-2-yl)-2-((6-((1-ethyl-1H-pyrazol-3-yl)oxy)pyridin-3-yl)amino)-8-methylpyrido[2,3-d]pyrimidin-7(8H)-one